N-(1-phenylethyl)-1,2-ethanediamine C1(=CC=CC=C1)C(C)NCCN